3,4-Dibromo-N-(4-((3-methylpiperazin-1-yl)sulfonyl)phenyl)benzamide BrC=1C=C(C(=O)NC2=CC=C(C=C2)S(=O)(=O)N2CC(NCC2)C)C=CC1Br